BrC=1C=NC(=NC1)OCP(=O)(C)C 5-bromo-2-[(dimethylphosphoryl)methoxy]pyrimidine